spiro[11H-difurano[3,4-b:3',4'-i]xanthene-11,9'-[9H]fluorene]-1,3,7,9-tetraone C1=CC=CC=2C3=CC=CC=C3C3(C12)C1=CC2=C(C=C1OC=1C=C4C(=CC13)C(OC4=O)=O)C(OC2=O)=O